O1C(=CC=C1)CNC(=O)C1C(C2=CC=C(C=C2C1=O)S(=O)(=O)C=1C=C2C(C(C(C2=CC1)=O)C(NCC=1OC=CC1)=O)=O)=O N-[(furan-2-yl)methyl]-5-[(2-{[(furan-2-yl)methyl]carbamoyl}-1,3-dioxo-2,3-dihydro-1H-inden-5-yl)sulfonyl]-1,3-dioxo-2,3-dihydro-1H-indene-2-carboxamide